[[4-(4-methyl-1,3-Thiazol-5-yl)phenyl]methyl]pyrrolidine-2-carboxamide hydrochloride Cl.CC=1N=CSC1C1=CC=C(C=C1)CN1C(CCC1)C(=O)N